methyl butanoate (methyl butyrate) CC(C(=O)O)CC.C(CCC)(=O)OC